ClC1=C(NC2=NSC=3C2=NC=CN3)C=CC=C1C1=CC=CC=C1 3-(2-chloro-3-phenylanilino)isothiazolo[4,5-b]Pyrazine